CC1=NN(C2=C1CN(CC2)C=2C1=C(N=C(N2)C)C(=NN1C)C)CC12CCC(CC1)(CC2)NC(=O)[C@H]2NCCOC2 (S)-N-(4-((3-methyl-5-(1,3,5-trimethyl-1H-pyrazolo[4,3-d]pyrimidin-7-yl)-4,5,6,7-tetrahydro-1H-pyrazolo[4,3-c]pyridin-1-yl)methyl)bicyclo[2.2.2]oct-1-yl)morpholine-3-carboxamide